NC=1SC(=CN1)C(=O)NC1=C(C=C(C(=C1)C(NC1=NC=C(C=C1)OC1CC1)=O)Cl)C 2-Amino-N-[4-chloro-5-[(5-cyclopropyloxypyridin-2-yl)carbamoyl]-2-methylphenyl]-1,3-thiazole-5-carboxamide